2-Bromo-7-fluoroquinoline BrC1=NC2=CC(=CC=C2C=C1)F